C(CCC)C1=CC=C(C=C1)N(C1=CC=C(C=C1)C1=CC=C(N(C2=CC=CC=C2)C2=CC=C(C=C2)CCCC)C=C1)C1=CC=CC=C1 N,N'-bis(4-butylphenyl)N,N'-bis(phenyl)benzidine